3-Benzyl-6,7-dihydro-3H-cyclopenta[4,5]thieno[2,3-d]pyrimidin-4(5H)-on C(C1=CC=CC=C1)N1C=NC2=C(C1=O)C1=C(S2)CCC1